2'-(3-(4-([1,1'-biphenyl]-2-yl)-6-phenyl-1,3,5-triazin-2-yl)phenyl)spiro[cyclopentane-1,9'-fluorene]-7'-carbonitrile C1(=C(C=CC=C1)C1=NC(=NC(=N1)C1=CC=CC=C1)C=1C=C(C=CC1)C1=CC=2C3(C4=CC(=CC=C4C2C=C1)C#N)CCCC3)C3=CC=CC=C3